N1N=CC(=C1)CCNC1=NC(=NC(=C1C)C)C(=O)N1C(COCC1)C1=CC(=CC=C1)Cl (4-((2-(1H-pyrazol-4-yl)ethyl)amino)-5,6-dimethylpyrimidin-2-yl)(3-(3-chlorophenyl)morpholino)methanone